4-((4-(isoindolin-2-ylmethyl)-2-nitrophenoxy)methyl)-N,N-dimethylbenzamide C1N(CC2=CC=CC=C12)CC1=CC(=C(OCC2=CC=C(C(=O)N(C)C)C=C2)C=C1)[N+](=O)[O-]